FC1=CC(=C(C=C1)NC=1C2=C(N=CN1)C=CC(=N2)C=O)OC(C)C 4-((4-fluoro-2-isopropoxyphenyl)amino)pyrido[3,2-d]pyrimidine-6-carbaldehyde